BrC=1C=C(C=C(C1)C(F)F)N1N=CC(=C1)C(C(=O)O)C 2-{1-[3-bromo-5-(difluoromethyl)phenyl]pyrazol-4-yl}propanoic acid